CC1N(CCCC1)C1=NC(=NC=C1)C1=CN=C2N1C=C(N=C2)C(=O)N 3-(4-(2-methylpiperidin-1-yl)pyrimidin-2-yl)imidazo[1,2-a]pyrazine-6-carboxamide